O=C(C(=N)P(OC)(OC)=O)C dimethyl (2-oxopropanimidoyl)phosphonate